2-(2-fluoro-4-phenoxyphenyl)-4,4,5,5-tetramethyl-1,3,2-dioxaborolane FC1=C(C=CC(=C1)OC1=CC=CC=C1)B1OC(C(O1)(C)C)(C)C